C1(=CC=C(C=C1)C1(NC(=CC(N1)(C1=CC=C(C=C1)C1=CC=CC=C1)C1=CC=C(C=C1)C1=CC(=CC2=CC=CC=C12)Cl)C1=CC=C(C=C1)C1=CC(=CC2=CC=CC=C12)Cl)C1=CC=CC=C1)C1=CC=CC=C1 2-([1,1'-biphenyl]-4-yl)-4-(4-(3-chloronaphthalen-1-yl)phenyl)4-([1,1'-biphenyl]-4-yl)-6-(4-(3-chloronaphthalen-1-yl)phenyl)-2-phenylpyrimidine